FC(CCl)(F)F 1,1,1-trifluorochloroethane